C(C)C1=CN=C(N=N1)N[C@@H]1C[C@H](CC1)NC1=CC=C(C=N1)N1NC=CC(=C1)C 2-(6-(((1S,3S)-3-((6-ethyl-1,2,4-triazin-3-yl)amino)cyclopentyl)amino)pyridin-3-yl)-4-methylpyridazin